N1=CC(=CC=C1)NC(CCCC1=CC=C(C=C1)C=1C=NC(=CC1)C(F)(F)F)=O N-(pyridin-3-yl)-4-(4-(6-(trifluoromethyl)pyridin-3-yl)phenyl)butanamide